BrCCCCCC(C)C1=CC=C(C=C1)C1=C(C(=CC1=O)C1=CC=C(C=C1)C(C)CCCCCBr)C1=CC=C(C=C1)C1=C(C(C=C1C1=CC=CC=C1)=O)C1=CC=C(C=C1)C(C)CCCCCBr 3-(4-(2,5-bis(4-(7-bromoheptan-2-yl)phenyl)-3-oxocyclopenta-1,4-dien-1-yl)phenyl)-2-(4-(7-bromoheptan-2-yl)phenyl)-4-phenylcyclopenta-2,4-dien-1-one